7-bromo-2-[4-(hydroxymethyl)bicyclo[2.2.2]octan-1-yl]-6-methyl-3-(trideuteriomethyl)-1,2,3,4-tetrahydrothieno[3,2-d]pyrimidin-4-one BrC1=C(SC2=C1NC(N(C2=O)C([2H])([2H])[2H])C21CCC(CC2)(CC1)CO)C